COC1=C(C=CC=C1)N1N=CC2=C1COC[C@@H]2NC(=O)C=2N=CN1C2CCCC1 (R)-N-(1-(2-methoxyphenyl)-1,4,5,7-tetrahydropyrano[3,4-c]pyrazol-4-yl)-5,6,7,8-tetrahydroimidazo[1,5-a]pyridine-1-carboxamide